ClC=1N=C(C2=C(N1)C(=C(N=C2)C2=CC=CC1=CC=C(C(=C21)C#C)F)F)Cl 2,4-dichloro-7-(8-ethynyl-7-fluoronaphthalen-1-yl)-8-fluoropyrido[4,3-d]pyrimidine